(3-morpholinophenyl)-4-(4-aminophenoxy)pyrimidin-2-amine O1CCN(CC1)C=1C=C(C=CC1)C=1C(=NC(=NC1)N)OC1=CC=C(C=C1)N